OC1N(CCC1)C(CC)=O 1-(hydroxypyrrolidin-1-yl)propan-1-one